C1(=CC=CC=C1)[Si](OC)(C1=CC=CC=C1)C1=CC=CC=C1 Triphenyl-monomethoxysilan